Racemic-N-(1-(1-cyclopropylethyl)-1H-pyrazol-4-yl)-2-(1H-pyrazol-4-yl)thiazole-4-carboxamide C1(CC1)[C@@H](C)N1N=CC(=C1)NC(=O)C=1N=C(SC1)C=1C=NNC1 |r|